(R)-6-(2-Methyl-3-(4-(trifluoromethoxy)phenyl)propyl)-2-thia-6-azaspiro[3.4]octane 2,2-dioxide C[C@@H](CN1CC2(CS(C2)(=O)=O)CC1)CC1=CC=C(C=C1)OC(F)(F)F